(3aR,5s,6aS)-2-((tetrahydro-2H-pyran-3-yl)methyl-d2)-N-(6-(4-(trifluoromethyl)pyridin-3-yl)pyridazin-3-yl)octahydrocyclopenta[c]pyrrol-5-amine O1CC(CCC1)C(N1C[C@@H]2[C@H](C1)CC(C2)NC=2N=NC(=CC2)C=2C=NC=CC2C(F)(F)F)([2H])[2H]